(3-fluoro-5-morpholinophenyl)methanesulfonic acid sodium salt [Na+].FC=1C=C(C=C(C1)N1CCOCC1)CS(=O)(=O)[O-]